ClC1=CC(=C(C2=CC=CC=C12)O)C1NS(C2=C(C3=C1C=CC=C3)C=CC=C2)(=O)=O (-)-7-(4-chloro-1-hydroxynaphthalen-2-yl)-6,7-dihydrodibenzo[d,f][1,2]thiazepine 5,5-dioxide